2,6-diethyl-3,5-difluorobenzyl (1RS)-trans-3-(2,2-dichloro-1-ethenyl)-2,2-dimethylcyclopropanecarboxylate ClC(=C[C@H]1C([C@@H]1C(=O)OCC1=C(C(=CC(=C1CC)F)F)CC)(C)C)Cl